Cl.CN1C(N(C2=C1C=C(C=C2)N2CCC(CC2)NC)C2C(NC(CC2)=O)=O)=O 3-[3-methyl-5-[4-(methylamino)-1-piperidyl]-2-oxo-benzimidazol-1-yl]piperidine-2,6-dione hydrochloride